C(CCCCCC)OC=1C=C(C(C(=O)O)=CC1)O 4-n-heptyloxysalicylic acid